Cl.NCC1=C(C=C(C=C1)S(=O)(=O)N)C(F)(F)F 4-(aminomethyl)-3-(trifluoromethyl)benzenesulfonamide HCl